4-iodo-N,N-dimethyl-benzamide IC1=CC=C(C(=O)N(C)C)C=C1